[C@H]1([C@@H](O)[C@@H](O)[C@H](O)[C@H](O1)CO)O[C@@H]1[C@@H]([C@H](O[C@@H]([C@H]1O)CO[C@@H]1[C@@H](O)[C@@H](O)[C@H](O)[C@H](O1)CO)OCCNC(CCCCC(=O)O)=O)O 6-({2-[(α-D-mannopyranosyl-(1→3)-[α-D-mannopyranosyl-(1→6)]-α-D-mannopyranosyl)oxy]ethyl}amino)-6-oxohexanoic acid